NC1=C2N=C(N(C2=NC(=N1)OCCCC)C1OCCCC1)C=O 6-amino-2-butoxy-9-(tetrahydro-2H-pyran-2-yl)-9H-purine-8-carbaldehyde